OCCS(=O)(=O)NC1=CC(=C2C(=NC=NC2=C1)NC1=CC(=CC(=C1)N1C[C@H](OCC1)C)C)N1CCC2(CC2)CC1 (R)-2-Hydroxy-N-(4-((3-methyl-5-(2-methylmorpholino)phenyl)amino)-5-(6-azaspiro[2.5]octan-6-yl)quinazolin-7-yl)ethane-1-sulfonamide